4-{3-(4-Chlorophenyl)-1-[2-(4-morpholinyl)ethyl]ureido}-N-(4-fluorophenyl)benzamide methyl-4-(((4-(piperidin-1-yl)phenyl)amino)methyl)benzoate COC(C1=CC=C(C=C1)CNC1=CC=C(C=C1)N1CCCCC1)=O.ClC1=CC=C(C=C1)NC(N(CCN1CCOCC1)C1=CC=C(C(=O)NC2=CC=C(C=C2)F)C=C1)=O